ClC=1C2=C(N=CN1)NCC2(C(=O)[O-])C 4-chloro-5-methyl-6,7-dihydro-5H-pyrrolo[2,3-d]pyrimidine-5-carboxylate